O.S(C)(=O)(=O)O.S(C)(=O)(=O)O.CC1=C(SC2=C(N=C(C=C21)C=2C=NC(=NC2)N)N2CCOCC2)CN2CCN(CC2)S(=O)(=O)C 5-[3-methyl-2-[(4-methylsulfonylpiperazin-1-yl)methyl]-7-morpholino-thieno[2,3-c]pyridin-5-yl]pyrimidin-2-amine dimesylate hydrate